5-benzyl-N-((1aS,2S,8bR)-4-methyl-3-oxo-1,1a,2,3,4,8B-hexahydrocyclopropa[d]pyrido[2,3-B]azepin-2-yl)-1,3,4-thiadiazole-2-carboxamide C(C1=CC=CC=C1)C1=NN=C(S1)C(=O)N[C@H]1[C@@H]2[C@H](C3=C(N(C1=O)C)N=CC=C3)C2